Cholest-5,7,24-triene CC(C)=CCC[C@@H](C)[C@H]1CC[C@H]2C3=CC=C4CCCC[C@]4(C)[C@H]3CC[C@]12C